4-(4-((tert-butoxycarbonyl)amino)-2-fluorophenyl)cyclohexane-1-carboxylic acid C(C)(C)(C)OC(=O)NC1=CC(=C(C=C1)C1CCC(CC1)C(=O)O)F